FC1(CN(C1)C=1C=C(C(=NC1)C=1C=C(SC1C)C(=O)O)OCC1=CC(=CC(=C1)S(=O)(=O)C)F)F 4-[5-(3,3-difluoroazetidin-1-yl)-3-[(3-fluoro-5-methanesulfonylphenyl)methoxy]pyridin-2-yl]-5-methylthiophene-2-carboxylic acid